decanyl carbonate C(OCCCCCCCCCC)([O-])=O